(R)-N-(4-(6-amino-5-(2,6-diazaspiro[3.3]heptane-2-carbonyl)pyridin-3-yl)-3-methylphenyl)-2-(3,5-difluorophenyl)-2-hydroxyacetamide NC1=C(C=C(C=N1)C1=C(C=C(C=C1)NC([C@H](O)C1=CC(=CC(=C1)F)F)=O)C)C(=O)N1CC2(C1)CNC2